4-(8-fluoro-4-((1R,5S)-8-((3-(4-methylpiperazin-1-yl)propyl)sulfonyl)-3,8-diazabicyclo[3.2.1]octan-3-yl)-2-((tetrahydro-1H-pyrrolizin-7a(5H)-yl)methoxy)quinazolin-7-yl)naphthalen-2-ol FC=1C(=CC=C2C(=NC(=NC12)OCC12CCCN2CCC1)N1C[C@H]2CC[C@@H](C1)N2S(=O)(=O)CCCN2CCN(CC2)C)C2=CC(=CC1=CC=CC=C21)O